C(CCC)N(C1=NN(NC(=C1)N(C1CC(N(C(C1)(C)C)C)(C)C)CCCC)NCCCN(CCN(CCCNN1NC(=CC(=N1)N(C1CC(N(C(C1)(C)C)C)(C)C)CCCC)N(C1CC(N(C(C1)(C)C)C)(C)C)CCCC)N1NC(=CC(=N1)N(C1CC(N(C(C1)(C)C)C)(C)C)CCCC)N(C1CC(N(C(C1)(C)C)C)(C)C)CCCC)N1NC(=CC(=N1)N(C1CC(N(C(C1)(C)C)C)(C)C)CCCC)N(C1CC(N(C(C1)(C)C)C)(C)C)CCCC)C1CC(N(C(C1)(C)C)C)(C)C N,N',N'',N'''-tetrakis-{4,6-bis-[butyl-(N-methyl-2,2,6,6-tetramethylpiperidin-4-yl)amino]-triazin-2-yl}-4,7-diazadecane-1,10-diamine